tert-butyl (4-(2-((3-amino-6-(2-hydroxyphenyl)pyridazin-4-yl)oxy)ethyl)benzyl)(methyl)carbamate NC=1N=NC(=CC1OCCC1=CC=C(CN(C(OC(C)(C)C)=O)C)C=C1)C1=C(C=CC=C1)O